N-methyl-nitroguanidine CN(C(=N)N)[N+](=O)[O-]